trans-4-((4-(1-Iso-propyl-1H-pyrazol-4-yl)pyridin-2-yl)-((trans-4-(4-methoxy-3-methylphenyl)-cyclohexyl)methyl)-carbamoyl)cyclohexyl methylcarbamate CNC(O[C@@H]1CC[C@H](CC1)C(N(C[C@@H]1CC[C@H](CC1)C1=CC(=C(C=C1)OC)C)C1=NC=CC(=C1)C=1C=NN(C1)C(C)C)=O)=O